1-(4-((1R,5S)-3,8-diazabicyclo[3.2.1]oct-3-yl)-7-(4-fluorophenyl)-7H-pyrrolo[2,3-H]quinazolin-2-yl)-N,N-diethylazacyclobutan-3-amine trifluoroacetate salt FC(C(=O)O)(F)F.[C@H]12CN(C[C@H](CC1)N2)C2=NC(=NC1=C3C(=CC=C21)N(C=C3)C3=CC=C(C=C3)F)N3CC(C3)N(CC)CC